bis-octacosyl-amide C(CCCCCCCCCCCCCCCCCCCCCCCCCCC)[N-]CCCCCCCCCCCCCCCCCCCCCCCCCCCC